C(\C=C/C(=O)[O-])(=O)OCCC(OCC)(OCC)OCC (triethoxypropyl) maleate